3,3'-(furan-3,4-diyl)bis(prop-2-yn-1-amine) O1C=C(C(=C1)C#CCN)C#CCN